N-benzyl-4-(5-(7-(1-methyl-1H-pyrazol-4-yl)-1,6-naphthyridin-5-yl)pyridin-2-yl)piperazine-1-carboxamide C(C1=CC=CC=C1)NC(=O)N1CCN(CC1)C1=NC=C(C=C1)C1=C2C=CC=NC2=CC(=N1)C=1C=NN(C1)C